CC(=CC1(CC1)C(=O)O)C 2-methyl-propenyl-cyclopropanecarboxylic acid